5-chloro-2-methoxy-3-((2,3,5,6-tetrafluorophenoxy)carbonyl)benzoic acid ClC=1C=C(C(=C(C(=O)O)C1)OC)C(=O)OC1=C(C(=CC(=C1F)F)F)F